NC1=CC=C(OCC2=CC=C(C=C2)CNC(OC(C)(C)C)=O)C=C1 tert-butyl N-[[4-[(4-aminophenoxy)methyl]phenyl]methyl]carbamate